N=C(CCCSCCC(=O)OCCCCCCCCC)NC1=CC=C(C=C1)OCCCCCCCCC nonyl 3-((4-imino-4-((4-(nonyloxy)phenyl)amino)butyl)thio)propanoate